3-(2-(5-(4-fluorobenzylidene)-3-(4-methoxyphenyl)-4-oxothiazolidin-2-ylidene)hydrazono)-5-chloro-1H-indol-2-one FC1=CC=C(C=C2C(N(C(S2)=NN=C2C(NC3=CC=C(C=C23)Cl)=O)C2=CC=C(C=C2)OC)=O)C=C1